3-(5-(3-((1-(4-((5-chloro-4-((2-(dimethylphosphono)phenyl)amino)pyrimidin-2-yl)amino)-3-methoxyphenyl)piperidin-4-yl)amino)propyl)-1-oxoisoindolin-2-yl)piperidine-2,6-dione ClC=1C(=NC(=NC1)NC1=C(C=C(C=C1)N1CCC(CC1)NCCCC=1C=C2CN(C(C2=CC1)=O)C1C(NC(CC1)=O)=O)OC)NC1=C(C=CC=C1)P(=O)(OC)OC